The molecule is a pyrroline that is 1-pyrroline in which the hydrogen at position 2 is replaced by an acetyl group. It is an aroma and flavour compound present in jasmine rice and basmati rice. It is responsible for the 'popcorn' aroma in a large variety of cereal and food products. It is one of the key odourants of the crust of bread and considered to be responsible for the cracker-like odour properties. In bread, it is primarily generated during baking but amounts are influenced by ingredient composition and fermentation conditions. It has a role as a metabolite, a flavouring agent and a Maillard reaction product. It is a methyl ketone, a pyrroline and an acylimine. CC(=O)C1=NCCC1